CN(C(C(F)(F)F)=O)[Si](C)(C)C N-methyl-(trimethylsilyltrifluoroacetamide)